Tert-butyl N-[1-(4-formylcyclohexyl)-3-(trifluoromethyl)pyrazol-4-yl]carbamate C(=O)C1CCC(CC1)N1N=C(C(=C1)NC(OC(C)(C)C)=O)C(F)(F)F